C(C)(C)(C)C1=CC=C(C=C1)C=1C=2N(C3=CC=C(C=C3N1)NC(C(C)O)=O)C=CC2 N-(4-(4-(tert-Butyl)phenyl)pyrrolo[1,2-a]quinoxalin-7-yl)-2-hydroxypropanamide